N1=CN=CC=2C(CC=CC12)=O quinazolin-5-one